3-((3-((3R,4S)-4-(4-amino-3-(4-phenoxyphenyl)-1H-pyrazolo[3,4-d]pyrimidin-1-yl)-3-fluoropiperidin-1-yl)azetidin-1-yl)methyl)-3-fluoroazaazetidine-1-carboxylic acid tert-butyl ester C(C)(C)(C)OC(=O)N1NC(C1)(F)CN1CC(C1)N1C[C@H]([C@H](CC1)N1N=C(C=2C1=NC=NC2N)C2=CC=C(C=C2)OC2=CC=CC=C2)F